ethyl 3-[3-[1-[5-[5-[(4,6-difluoro-1H-indol-5-yl)oxy]-2-fluoro-phenyl]-1,2,4-oxadiazol-3-yl]ethyl]-2-fluoro-phenyl]propanoate FC1=C2C=CNC2=CC(=C1OC=1C=CC(=C(C1)C1=NC(=NO1)C(C)C=1C(=C(C=CC1)CCC(=O)OCC)F)F)F